4-((2-((cis)-4-(2-Chloro-5-fluorophenyl)cyclohexyl)-ethyl)amino)tetrahydro-2H-pyran ClC1=C(C=C(C=C1)F)[C@H]1CC[C@H](CC1)CCNC1CCOCC1